NC(C(=O)NCC=1SC(=CC1)C(CSC1=NC(=NC2=CC=C(C=C12)OC)C)=O)C1CC1 2-amino-2-cyclopropyl-N-((5-(2-((6-methoxy-2-methylquinazolin-4-yl)thio)acetyl)thiophen-2-yl)methyl)acetamide